(S)-7-((5-(3-(dimethylamino)pyrrolidine-1-carbonyl)-1H-indazol-3-yl)ethynyl)indolin-2-one CN([C@@H]1CN(CC1)C(=O)C=1C=C2C(=NNC2=CC1)C#CC=1C=CC=C2CC(NC12)=O)C